1-(quinolin-3-yl)-1H-pyrrole-2,5-dione N1=CC(=CC2=CC=CC=C12)N1C(C=CC1=O)=O